ClC1=C(C=CC(=C1)Cl)N1N=CC=C1C(C)C 1-(2,4-Di-chlorophenyl)-5-isopropyl-pyrazol